OC(C)C=1C=C(C=C2C(C=C(OC12)N1CCC(CC1)C(=O)NC)=O)C [8-(1-hydroxyethyl)-6-methyl-4-oxo-chromen-2-yl]-N-methyl-piperidine-4-carboxamide